1-methyl-2H-pyrrol-5-one CN1CC=CC1=O